(E)-N'-cyano-N-((1,2,3,5,6,7-hexahydro-s-indacen-4-yl)carbamoyl)-2-((S)-1-(2-methoxyethyl)-2-methylpyrrolidin-2-yl)ethene-1-sulfonimidamide C(#N)N=S(=O)(NC(NC1=C2CCCC2=CC=2CCCC12)=O)\C=C\[C@]1(N(CCC1)CCOC)C